perfluoro isobutyl-vinyl ether C(C(C)C)C=COF